4-chloro-2-(4-chlorophenyl)quinazoline ClC1=NC(=NC2=CC=CC=C12)C1=CC=C(C=C1)Cl